S1C2=C(C=C1)C=C(C=C2)CNC(=O)[C@@H]2N(CCN(C2)C=2C=1C(N=CN2)=NN(C1)C1=CC=C(C=C1)C)C (R)-N-(benzo[b]thiophen-5-ylmethyl)-1-methyl-4-(2-(p-tolyl)-2H-pyrazolo[3,4-d]pyrimidin-4-yl)piperazine-2-carboxamide